6,7-dimethoxy-2-methyl-N-[1-{5-[(1E)-prop-1-en-1-yl]-thiophen-2-yl}-ethyl]quinazolin-4-amine COC=1C=C2C(=NC(=NC2=CC1OC)C)NC(C)C=1SC(=CC1)\C=C\C